7-bromo-4-chloro-3-methyl-3H-imidazo[4,5-c]pyridine BrC=1C2=C(C(=NC1)Cl)N(C=N2)C